C([O-])([O-])=O.[Ca+2].N[C@@H](CCCNC(N)=N)C(=O)O arginine calcium carbonate salt